ClC=1C=CC2=C([C@@H](C[C@@H](O2)C(=O)N[C@H]2CO[C@@H](CC2)C=2OC(=NN2)[C@@H]2C[C@@H](C2)OC(F)(F)F)O)C1 (2R,4R)-6-chloro-4-hydroxy-N-[(3R,6S)-6-(5-[cis-3-(trifluoromethoxy)cyclobutyl]-1,3,4-oxadiazol-2-yl)oxan-3-yl]-3,4-dihydro-2H-1-benzopyran-2-carboxamide